4-((1R,3S)-3-hydroxycyclohexylamino)-2-(methylthio)pyrimidine-5-carboxylic acid O[C@@H]1C[C@@H](CCC1)NC1=NC(=NC=C1C(=O)O)SC